IC=1C=2N(C(=NC1)N1CCC3(CC1)[C@@H](C=1C(=NC=CN1)C3)N)C=NN2 (S)-1'-(8-iodo-[1,2,4]triazolo[4,3-c]pyrimidin-5-yl)-5,7-dihydrospiro[cyclopenta[b]pyrazine-6,4'-piperidine]-5-amine